(2S)-2-amino-N-(5-cyano-2-fluoro-4-(1-oxo-1-((2,2,2-trifluoroethyl)amino)propan-2-yl)phenyl)-3,3-dicyclopropylpropanamide hydrochloride Cl.N[C@H](C(=O)NC1=C(C=C(C(=C1)C#N)C(C(NCC(F)(F)F)=O)C)F)C(C1CC1)C1CC1